1,2-di-O-hexadecyl-racemic-glycerin C(CCCCCCCCCCCCCCC)OC[C@H](OCCCCCCCCCCCCCCCC)CO |r|